(S)-methyl 2-(tert-butyldimethylsilyloxy)-4-oxobutanoate [Si](C)(C)(C(C)(C)C)O[C@H](C(=O)OC)CC=O